C(CCNCCNCCNCCNCCC#N)#N 4,7,10,13-tetraazahexadecanedinitrile